(2-(benzyloxy)-4,6-dihydroxybenzoyl)-N,N-dimethylisoindoline-5-carboxamide C(C1=CC=CC=C1)OC1=C(C(=O)C2NCC3=CC(=CC=C23)C(=O)N(C)C)C(=CC(=C1)O)O